OCCCCCCCCCCCCNC(CCCCC(=O)NCCCCCCCCCCCCO)=O N,N'-bis(12-hydroxydodecanyl)hexanediamide